Cl.NCC1=NOC(C1)(C(=O)OCC)C(C1=CC=CC=C1)F ethyl 3-(aminomethyl)-5-(fluoro(phenyl)methyl)-4,5-dihydroisoxazole-5-carboxylate hydrochloride